ClC=1C(=C(C=CC1)C(=O)C1CCC1)F (3-chloro-2-fluorophenyl)(cyclobutyl)methanone